C1(CC1)CSC1=C(C=CC=C1)C 1-(cyclopropylmethylsulfanyl)-2-methyl-benzene